5-Hydroxymethylbicyclo[2.2.1]hept-2-ene OCC1C2C=CC(C1)C2